6-chloro-N-[5-(2-fluoroethyl)-4,6-dimethoxy-pyrimidin-2-yl]-1H-indole-3-sulfonic acid amide ClC1=CC=C2C(=CNC2=C1)S(=O)(=O)NC1=NC(=C(C(=N1)OC)CCF)OC